[(2R,4S,5R)-4-[(tert-butyldimethylsilyl)oxy]-5-[[(tert-butyldimethylsilyl)oxy]methyl]-5-(chloromethyl)oxolan-2-yl]-5-methyl-3H-pyrimidine-2,4-dione [Si](C)(C)(C(C)(C)C)O[C@H]1C[C@@H](O[C@]1(CCl)CO[Si](C)(C)C(C)(C)C)N1C(NC=C(C1=O)C)=O